1-((1s,4s)-4-((1-Benzyl-4,4-dimethyl-2,5-dioxopyrrolidin-3-yl)oxy)cyclohexyl)-3-butylpyrimidine-2,4,6(1H,3H,5H)-trione C(C1=CC=CC=C1)N1C(C(C(C1=O)(C)C)OC1CCC(CC1)N1C(N(C(CC1=O)=O)CCCC)=O)=O